1,3,5,7-tetrahydroxyanthraquinone OC1=CC(=CC=2C(C3=C(C=C(C=C3C(C12)=O)O)O)=O)O